CC1=C(C=C(C(=O)NC=2C=C3N(N2)CCC32CCC2)C=C1)C#CC=1C=NC=CC1 4-Methyl-3-[2-(3-pyridyl)ethynyl]-N-spiro[5,6-dihydropyrrolo[1,2-b]pyrazole-4,1'-cyclobutane]-2-yl-benzamide